[(biphenylyl)phenyltriazinyl](biphenylyl)indolocarbazole C1(=C(C=CC=C1)C1=C(C(=NN=N1)C=1C(=C2C(=CC1)N=C1C=CC3=C4C=CC=CC4=NC3=C12)C1=C(C=CC=C1)C1=CC=CC=C1)C1=CC=CC=C1)C1=CC=CC=C1